water ammonium fluoride [F-].[NH4+].O